Cl.C(CCC)C=1C=CC(=NC1)C(=O)NC=1C=CC(=C(C(=O)O)C1)O 5-(5-butylpicolinamido)-2-hydroxybenzoic acid hydrogen chloride